ClC=1C=C(C(=NC1)N1C([C@@H](N(C(C1)=O)CC1=CC=C(C=C1)C)C1CC(C1)O)=O)F (S)-1-(5-chloro-3-fluoro-pyridin-2-yl)-3-((1r,3S)-3-hydroxycyclobutyl)-4-(4-methylbenzyl)piperazine-2,5-dione